NC1=NC=CC2=C1C(=CS2)C#CC=2C=C(C=CC2C)NC(=O)N2OCC[C@@H]2C2=CC=CC=C2 (R)-N-(3-((4-aminothieno[3,2-c]pyridin-3-yl)ethynyl)-4-methylphenyl)-3-phenylisoxazolidin-2-carboxamide